FC(CC1=C(NC2=CC=C(C=C12)C1CCNCC1)C1=CC(=C(C=C1)OC)OC)F 3-(2,2-Difluoroethyl)-2-(3,4-Dimethoxyphenyl)-5-(piperidin-4-yl)-1H-indole